(2S)-(5-amino-1,3,4-thiadiazol-2-ylsulfanyl)-N-{[4-(3,4-difluorobenzyl)morpholin-2-yl]methyl}acetamide NC1=NN=C(S1)SCC(=O)NC[C@H]1CN(CCO1)CC1=CC(=C(C=C1)F)F